N=1C=C(N2C1N=CC=C2)SC2=CN=C(N=N2)N2CCC1(CC2)[C@@H](C2=CC=CC=C2C1)N (S)-1'-(6-(imidazo[1,2-a]pyrimidin-3-ylthio)-1,2,4-triazin-3-yl)-1,3-dihydrospiro[indene-2,4'-piperidin]-1-amine